2-(tert-butyloxycarbonyl)-2,6-diazaspiro[3.3]heptane C(C)(C)(C)OC(=O)N1CC2(C1)CNC2